C(C)(C)(C)NS(=O)(=O)C1=C(C(=C(S1)Cl)CN(C(OC(C)(C)C)=O)C)F Tert-butyl ((5-(N-(tert-butyl)sulfamoyl)-2-chloro-4-fluorothiophen-3-yl)methyl)(methyl)carbamate